tert-butyl 4-(2-(bis(4-methoxybenzyl)amino)pyrimidin-5-yl)piperazine-1-carboxylate COC1=CC=C(CN(C2=NC=C(C=N2)N2CCN(CC2)C(=O)OC(C)(C)C)CC2=CC=C(C=C2)OC)C=C1